C(C)(C)(C)C1=NCN(O1)CC1=C(C=C(C=C1)C1=NC=NN2C1=CC(=C2)CCN2CCC(CC2)C2=NC=C(C=C2F)NC2C(NC(CC2)=O)=O)C 5-(tert-butyl)-N-(4-(6-(2-(4-(5-((2,6-dioxopiperidin-3-yl)amino)-3-fluoropyridin-2-yl)piperidin-1-yl)ethyl)pyrrolo[2,1-f][1,2,4]triazin-4-yl)-2-methylbenzyl)-1,2,4-oxadiazole